3-(2,6-dimethylbenzo[d]thiazol-5-yl)-1,5,6,7,8,9-hexahydro-2H-cyclohepta[4,5]thieno[2,3-d]pyrimidine-2,4(3H)-dione CC=1SC2=C(N1)C=C(C(=C2)C)N2C(NC1=C(C2=O)C2=C(S1)CCCCC2)=O